IC1=NNC2=CC(=CC=C12)SC1=C(C(=O)O)C=CC=C1 2-[(3-iodo-1H-indazol-6-yl)sulfanyl]benzoic acid